1,6-hexylene adipate C1(CCCCC(=O)OCCCCCCO1)=O